ethyl (E)-3-amino-2-(2-chloroacetyl)-2-butenoate N/C(=C(/C(=O)OCC)\C(CCl)=O)/C